C12CN(CC(C1)C2)C2=C(C=C(C=C2F)NC(=O)C=2N=C(OC2CC)N2CC(C2)(OC)CC)F N-(4-(3-azabicyclo[3.1.1]heptan-3-yl)-3,5-difluorophenyl)-5-ethyl-2-(3-ethyl-3-methoxyazetidin-1-yl)oxazole-4-carboxamide